(R)-4-amino-1-phenyl-4-((3aS,4S,6S,7aR)-3a,5,5-trimethylhexahydro-4,6-methanobenzo[d][1,3,2]dioxaborol-2-yl)butan-1-one hydrochloride Cl.N[C@@H](CCC(=O)C1=CC=CC=C1)B1O[C@@]2([C@H](O1)C[C@H]1C([C@@H]2C1)(C)C)C